O1CCN(CC1)C1=NC(=NC(=C1)N1N=C(C=C1)C=1C=C(C=CC1)C)N1C=NC(=C1)CCO 2-(1-(4-morpholino-6-(3-(m-tolyl)-1H-pyrazol-1-yl)pyrimidin-2-yl)-1H-imidazol-4-yl)ethan-1-ol